CN(C)P([C-]1C=CC=C1)N(C)C.[C-]1(C=CC=C1)P(N(C)C)N(C)C.[Fe+2] 1,1'-bis(bis(dimethylamino)phosphino)ferrocene